2-Methylpentamethylendiisocyanat CC(CN=C=O)CCCN=C=O